N-(2-(4-((3-(2-methoxyethyl)-5-(trifluoromethoxy)benzyl)amino)butoxy)ethyl)-6-(4H-1,2,4-triazol-4-yl)-1H-indazol-4-amine COCCC=1C=C(CNCCCCOCCNC=2C=3C=NNC3C=C(C2)N2C=NN=C2)C=C(C1)OC(F)(F)F